1-(4-formyl-1H-pyrazol-1-yl)cyclopropane-1-carboxylic acid methyl ester COC(=O)C1(CC1)N1N=CC(=C1)C=O